FC1=CC(=CC2=CN(N=C12)C)NC(OC1=CC=CC=C1)=O phenyl (7-fluoro-2-methyl-2H-indazol-5-yl)carbamate